1,18-octadecanediol diacrylate C(C=C)(=O)OCCCCCCCCCCCCCCCCCCOC(C=C)=O